COC1C(CCC(=C1)CC(C=CC)C)C=O (2E)-2-methoxy-4-(2-methyl-3-pentenyl)-3-cyclohexen-1-carbaldehyde